ethyl {[3-({3-chloro-5-fluoro-6-[3-methyl-2,6-dioxo-4-(trifluoromethyl)-3,6-dihydropyrimidin-1(2H)-yl]pyridin-2-yl}oxy)pyridin-2-yl]oxy}acetate ClC=1C(=NC(=C(C1)F)N1C(N(C(=CC1=O)C(F)(F)F)C)=O)OC=1C(=NC=CC1)OCC(=O)OCC